5-methyl-N-((1s,4s)-4-((7-morpholino-1,6-naphthyridin-5-yl)oxy)cyclohexyl)pyrimidine-2-carboxamide CC=1C=NC(=NC1)C(=O)NC1CCC(CC1)OC1=C2C=CC=NC2=CC(=N1)N1CCOCC1